2E-hexenol CCC/C=C/CO